2-(benzylthio)-4-chloropyridine C(C1=CC=CC=C1)SC1=NC=CC(=C1)Cl